(1S,2R,3R,4R)-1-(Aminomethyl)-4-((4,6-dichloro-1,3,5-triazin-2-yl)amino)-6,8-dioxabicyclo[3.2.1]octane-2,3-diol NC[C@@]12[C@@H]([C@@H]([C@H](C(OC1)O2)NC2=NC(=NC(=N2)Cl)Cl)O)O